trans-2-(5-methoxy-5'-{2-[4-(trifluoromethoxy)phenyl]ethyl}-2,3'-bipyridin-6-yl)cyclopropanecarboxylic acid COC=1C=CC(=NC1[C@H]1[C@@H](C1)C(=O)O)C=1C=NC=C(C1)CCC1=CC=C(C=C1)OC(F)(F)F